N1(CCC1)C(CN(S(=O)(=O)C1=C(C=CC(=C1)OC1=C(C=C(C=C1Cl)N1N=C(C(NC1=O)=O)C(F)F)Cl)OCC1=CC=C(C=C1)OC)CC1=CC=C(C=C1)OC)=O N-[2-(azetidin-1-yl)-2-oxo-ethyl]-5-[2,6-dichloro-4-[6-(difluoromethyl)-3,5-dioxo-1,2,4-triazin-2-yl]phenoxy]-2-[(4-methoxyphenyl)methoxy]-N-[(4-methoxyphenyl)methyl]benzenesulfonamide